O=C(CNC(C1=CC(=CC=C1)C(F)(F)F)=O)N1CC2(CC1)CNCC2 N-(2-oxo-2-(2,7-diazaspiro[4.4]nonan-2-yl)ethyl)-3-(trifluoromethyl)benzamide